ClC=1SC(=CN1)C1CSC=2N1C(C(=C[N+]2C)C2=CC=CC=C2)=O 3-(2-Chlorothiazol-5-yl)-8-methyl-5-oxo-6-phenyl-2,3-dihydrothiazolo[3,2-a]pyrimidin-8-ium